Cl.FC=1C(=C(C=CC1)C=1CCCC2=C(C1C1=CC(=C(C=C1)CC1CN(C1)CCCF)F)C=CC(=C2)C(=O)O)C 8-(3-fluoro-2-methylphenyl)-9-(3-fluoro-4-((1-(3-fluoropropyl)azetidin-3-yl)methyl)phenyl)-6,7-dihydro-5H-benzo[7]annulene-3-carboxylic acid hydrochloride